(6-Phenylpyridin-2-yl)methanamine hydrochloride Cl.C1(=CC=CC=C1)C1=CC=CC(=N1)CN